CC1=CCC(CC1)C(C)(C)OC(C)(C)C1CC=C(CC1)C 2-(4-methyl-3-cyclohexenyl)-2-propyl ether